BrC=1C=C2C(NC(=NC2=C2C1OC(C(N2C)=O)(C)C)C)=O 6-bromo-2,8,8,10-tetramethyl-3,10-dihydro-4H-[1,4]oxazino[2,3-H]quinazolin-4,9(8H)-dione